NCC1=NNC(C2=CC=C(C=C12)C1(CC1)C(=O)N(C1CCCC=2C=CC=NC12)CC1=NC=C(C=C1)C=1C(=NNC1C)C)=O 1-(4-(aminomethyl)-1-oxo-1,2-dihydrophthalazin-6-yl)-N-((5-(3,5-dimethyl-1H-pyrazol-4-yl)pyridin-2-yl)methyl)-N-(5,6,7,8-tetrahydroquinolin-8-yl)cyclopropane-1-carboxamide